3-(1-Oxo-5-(4-(piperidin-4-ylmethyl)piperazin-1-yl)isoindolin-2-yl)piperidine-2,6-dione hydrochloride Cl.O=C1N(CC2=CC(=CC=C12)N1CCN(CC1)CC1CCNCC1)C1C(NC(CC1)=O)=O